ethyl (S)-3-(3-(4-hydroxy-1,5-dimethyl-2-oxo-1,2-dihydropyridin-3-yl)ureido)-3-(3-(2-methylbenzyl) phenyl)propanoate OC1=C(C(N(C=C1C)C)=O)NC(N[C@@H](CC(=O)OCC)C1=CC(=CC=C1)CC1=C(C=CC=C1)C)=O